tert-butyl (2-(7-chlorobenzo[d]isoxazol-3-yl)propan-2-yl)carbamate ClC1=CC=CC=2C(=NOC21)C(C)(C)NC(OC(C)(C)C)=O